tert-butyl (2-(2-((2-hydroxyethyl)(methyl)amino)ethoxy) ethyl)carbamate OCCN(CCOCCNC(OC(C)(C)C)=O)C